cesium-lead iodide [Pb](I)I.[Cs]